BrCC=1OC(OC1C)=O (bromomethyl)-5-methyl-1,3-dioxol-2-one